FC=1C=C(C#N)C=C(C1N1N=C2C(=CC1=O)NN=C2C2=CC=C(C=C2)N2CCN(CC2)C)OC 3-Fluoro-5-methoxy-4-(3-(4-(4-methylpiperazin-1-yl)phenyl)-6-oxo-1H-pyrazolo[4,3-c]pyridazin-5(6H)-yl)benzonitril